nickel iron tellurium [Te].[Fe].[Ni]